FC=1C=C(C(=O)O)C=CC1N1S(C2=C(CC1)C=CC(=C2)C)(=O)=O 3-fluoro-4-(7-methyl-1,1-dioxo-3,4-dihydro-2H-benzo[e][1,2]thiazin-2-yl)benzoic acid